(1-{(S)-2-[(S)-3-Isobutyl-2-oxo-1-piperazinyl]-4-methylvaleryl}-4-methyl-4-piperidyl)acetamide C(C(C)C)[C@H]1C(N(CCN1)[C@H](C(=O)N1CCC(CC1)(C)CC(=O)N)CC(C)C)=O